ClC1=CC=C2NC=3CC(CC(C3C(C2=C1)=O)=O)C1=CC=C(C=C1)OC1=CC=C(C=C1)OC(F)(F)F 7-chloro-3-(4-(4-(trifluoromethoxy)phenoxy)phenyl)-3,4-dihydroacridine-1,9(2H,10H)-dione